Di-tert-butyl ((2-nitrophenyl)sulfonyl)-D-aspartate [N+](=O)([O-])C1=C(C=CC=C1)S(=O)(=O)N[C@H](CC(=O)OC(C)(C)C)C(=O)OC(C)(C)C